O=C1C=C(C(=NN1CC(=O)O)OCC(F)(F)F)OCC(F)(F)F 2-(6-oxo-3,4-bis(2,2,2-trifluoroethoxy)pyridazin-1(6H)-yl)acetic acid